CN1C(C(=NC2=CC=CC=C12)C=CN1C(CCC1)=O)=O 1-methyl-3-(2-(2-oxopyrrolidin-1-yl)vinyl)quinoxalin-2(1H)-one